2-ethynyl-1,3-dioxolane C(#C)C1OCCO1